C(OC(CC)C)([O-])=O methylpropan-2-yl carbonate